C(C=C)OCCC=C allyl-3-butenyl ether